Cl.CN1C(OC2(CNC2)C1)=O 7-methyl-5-oxa-2,7-diazaspiro[3.4]octan-6-one hydrochloride